N-(4-((6-cyclopropoxy-2-(1,1-difluoroethyl)pyrimidin-4-yl)amino)-5-(2-methoxyethoxy)pyridin-2-yl)acetamide C1(CC1)OC1=CC(=NC(=N1)C(C)(F)F)NC1=CC(=NC=C1OCCOC)NC(C)=O